tert-butyl 4-[5-methyl-4-[2-[3-methyl-5-(1-piperidylsulfonyl)indol-1-yl]propanoylamino]-2-pyridyl]piperazine-1-carboxylate CC=1C(=CC(=NC1)N1CCN(CC1)C(=O)OC(C)(C)C)NC(C(C)N1C=C(C2=CC(=CC=C12)S(=O)(=O)N1CCCCC1)C)=O